4-[2-(2-methoxy-4-{8-methoxy-1-phenyl-1H-pyrazolo[4,3-c]quinolin-3-yl}phenoxy)ethyl]morpholine COC1=C(OCCN2CCOCC2)C=CC(=C1)C1=NN(C2=C1C=NC=1C=CC(=CC21)OC)C2=CC=CC=C2